4-(2-thienyl)methylene-2,6-di-tert-butyl-cyclohexadien-1-one S1C(=CC=C1)C=C1C=C(C(C(=C1)C(C)(C)C)=O)C(C)(C)C